C(C)OC1C=C(CCC1C(=C)C)C 3-ethoxy-4-isopropenyl-1-methyl-cyclohexene